9-bromo-8-fluoro-2,3,6,7-tetrahydro-1H,5H-pyrido[3,2,1-ij]quinolin-5-one BrC=1C=C2CCCN3C2=C(C1F)CCC3=O